5-(4-(7-(2,3-difluoro-6-(2-morpholinothiazol-4-yl)phenoxy)heptyl)piperazin-1-yl)-2-(2,6-dioxopiperidin-3-yl)-6-fluoroisoindoline-1,3-dione FC1=C(OCCCCCCCN2CCN(CC2)C=2C=C3C(N(C(C3=CC2F)=O)C2C(NC(CC2)=O)=O)=O)C(=CC=C1F)C=1N=C(SC1)N1CCOCC1